C(C1=CC=CC=C1)N(C(CNC(=O)[C@H]1N(C[C@@H](C1)O)C([C@H](C(C)(C)C)N1N=NC(=C1)C1CC1)=O)=O)CC (2S,4r)-N-[2-[benzyl-(ethyl)amino]-2-oxo-ethyl]-1-[(2S)-2-(4-cyclopropyltriazol-1-yl)-3,3-dimethyl-butyryl]-4-hydroxy-pyrrolidine-2-carboxamide